ethyl 2-(benzylamino)acetate C(C1=CC=CC=C1)NCC(=O)OCC